1-[4-tris(di-n-propylamino)methylsilylphenyl]-1-phenylethene C(CC)N(CCC)C(N(CCC)CCC)(N(CCC)CCC)[SiH2]C1=CC=C(C=C1)C(=C)C1=CC=CC=C1